(R)-N-(5-(2-(Cyclopropylsulfonyl)-1-(3-ethoxy-4-methoxyphenyl)ethyl)-4,6-dioxo-5,6-dihydro-4H-thieno[3,4-c]pyrrol-1-yl)acetamide C1(CC1)S(=O)(=O)C[C@@H](C1=CC(=C(C=C1)OC)OCC)N1C(C=2C(C1=O)=CSC2NC(C)=O)=O